BrC(COC(CS)CCCCCCCCC)(C)C 2-(2-bromoisobutyloxy)undecyl thiol